O1C2=C(C(C=C1)=O)C=CC1=CC=CC=C12 4H-Naphtho(1,2-b)pyran-4-one